N1(CCCCC1)C(=O)C1=CC=C(C=C1)CC (4-ethylphenyl) (piperidine-1-yl) ketone